2-(2-oxopiperidin-1-ylethyl)-6-(1H-pyrazol-4-yl)quinoline-3-carboxamide O=C1N(CCCC1)CCC1=NC2=CC=C(C=C2C=C1C(=O)N)C=1C=NNC1